iridium chlorochloride ClCl.[Ir]